tert-butyl (3S)-3-[[(1S)-1-(2-chlorophenyl)-2-[(3,3-difluorocyclobutyl)amino]-2-oxo-ethyl]-(3,5-difluorophenyl)carbamoyl]-4-(4-cyano-2-pyridyl)-5-oxo-piperazine-1-carboxylate ClC1=C(C=CC=C1)[C@@H](C(=O)NC1CC(C1)(F)F)N(C(=O)[C@@H]1CN(CC(N1C1=NC=CC(=C1)C#N)=O)C(=O)OC(C)(C)C)C1=CC(=CC(=C1)F)F